methyl 2-chloroacetate ClCC(=O)OC